2,2'-(3',4',6'-tris(10-methylphenazin-5(10H)-yl)-5'-phenyl-[1,1':2',1''-terphenyl]-4,4''-diyl)bis(benzo[d]thiazole) CN1C2=CC=CC=C2N(C=2C=CC=CC12)C1=C(C(=C(C(=C1N1C=2C=CC=CC2N(C2=CC=CC=C12)C)C1=CC=CC=C1)N1C=2C=CC=CC2N(C2=CC=CC=C12)C)C1=CC=C(C=C1)C=1SC2=C(N1)C=CC=C2)C2=CC=C(C=C2)C=2SC1=C(N2)C=CC=C1